C(=C)(C)O[Si](C1=CC=CC=C1)(OC(=C)C)OC(=C)C tris(isopropenoxy)phenylsilane